COC=1C=C(CN(C(=O)OC=2C=CC=NC2)CC2=CC=C(C=C2)N(C)C)C=CC1 5-[(3-methoxybenzyl)(4-dimethylaminobenzyl)aminocarbonyloxy]pyridine